4-(3,6-difluoro-2-methylphenyl)-5-[4-(17-OXO-3,6,9,12,15-pentaoxaheptadecan-1-yl)benzoyl]-1H-pyrrol FC=1C(=C(C(=CC1)F)C=1C=CNC1C(C1=CC=C(C=C1)CCOCCOCCOCCOCCOCC=O)=O)C